ClC1=NC(=NC2=C1N=C(N=C2)N(C)C)C 8-Chloro-N,N,6-trimethylpyrimido[5,4-d]pyrimidin-2-amine